2-(4-methoxyphenyl)[1,2,4]triazolo[1,5-c]quinazolin-5(6H)-thione COC1=CC=C(C=C1)C1=NN2C(NC=3C=CC=CC3C2=N1)=S